2,3-dihydro[1,3]thiazolo[4,5-b]pyridine S1CNC2=NC=CC=C21